ClC1=C(C=O)C(=CC(=C1)C1=CN(C(C(=C1C)C)=O)C)OC 2-chloro-6-methoxy-4-(1,4,5-trimethyl-6-oxo-3-pyridyl)benzaldehyde